NC1=NC(=NC(=C1C=O)N[C@H](C)C1=CC(=CC(=C1)C(F)(F)F)[N+](=O)[O-])C (R)-4-amino-2-methyl-6-(1-(3-nitro-5-(trifluoromethyl)phenyl)ethylamino)pyrimidine-5-carbaldehyde